ClC1=C(C(=O)N(C)C)C=CC(=C1)O[C@H]1CNCC1 (R)-2-chloro-N,N-dimethyl-4-(pyrrolidin-3-yloxy)benzamide